4-(Azetidin-3-yloxy)-5-chloro-N-(quinoxalin-6-ylmethyl)pyridin-3-amine N1CC(C1)OC1=C(C=NC=C1Cl)NCC=1C=C2N=CC=NC2=CC1